ClC=1C=C(C=CC1)C1=NC(=NC(=N1)C1=CC=CC=C1)C1=C(C=CC=C1)C1=CC(=CC=C1)C1=CC2=C(C3=C(O2)C=[C+]C=2C=CC=CC23)C=C1 9-(2'-(4-(3-chlorophenyl)-6-phenyl-1,3,5-triazin-2-yl)-[1,1'-biphenyl]-3-yl)naphtho[2,1-b]benzofuran-5-ylium